N-(2-oxo-2-((2'-oxo-1,1',2',3-tetrahydrospiro[indene-2,3'-pyrrolo[2,3-b]pyridin]-5-yl)amino)ethyl)-3,9-diazaspiro[5.5]undecane-3-carboxamide O=C(CNC(=O)N1CCC2(CC1)CCNCC2)NC=2C=C1CC3(C(NC4=NC=CC=C43)=O)CC1=CC2